C1(CCC1)N1C(NC2=CC(=CC=C2C1=S)CN1CCN(CC1)C=1C=CC(=NC1)C(=O)NC)=O 5-(4-((3-cyclobutyl-2-oxo-4-thioxo-1,2,3,4-tetrahydroquinazolin-7-yl)methyl)piperazin-1-yl)-N-methylpicolinamide